3,4-dimethyl-1,2,5,6-tetrahydropyridine CC=1CNCCC1C